NCC=1C=C2C=C(N(C2=CC1)CC1CCC1)CN1C(N(C2=C1C=C(C=C2)F)CC(F)(F)F)=O 3-((5-(aminomethyl)-1-(cyclobutylmethyl)-1H-indol-2-yl)methyl)-5-fluoro-1-(2,2,2-trifluoroethyl)-1,3-dihydro-2H-benzo[d]imidazol-2-one